FC(COC1=C(C(=C(C(=C1F)F)F)F)S(=O)(=O)NC1=CC(=C(C=C1)OC)F)F (2,2-difluoroethoxy)-3,4,5,6-tetrafluoro-N-(3-fluoro-4-methoxyphenyl)benzenesulfonamide